C=CCC(CCCCCCCCC=C)OC(CC1=CC=CC2=CC=CC=C12)=O.C[Si](COCCC)(COCCC)C(C)(C)C methyl-t-butyl-bis(propoxymethyl)silane tetradeca-1,13-dien-4-yl-2-(naphthalen-1-yl)acetate